FC(C(=O)O)(F)F.ClC1=C(C=C(C=C1)C#N)C=1C=C2C(=NNC2=CC1)NC(=O)[C@H]1CN[C@@H](CC1)C (3r,6r)-N-[5-(2-chloro-5-cyanophenyl)-1H-indazol-3-yl]-6-methylpiperidine-3-carboxamide trifluoroacetate salt